O=C1NC(CCC1N1C(N(C2=C1C=CC(=C2)N2C[C@@H](N(CC2)CCCN(C(OC(C)(C)C)=O)C)C)C)=O)=O tert-butyl N-{3-[(2S)-4-[1-(2,6-dioxopiperidin-3-yl)-3-methyl-2-oxo-1,3-benzodiazol-5-yl]-2-methylpiperazin-1-yl] propyl}-N-methylcarbamate